tert-Butyl (1R,5S)-3-(6-bromo-3-(((2R,7aS)-2-fluorotetrahydro-1H-pyrrolizin-7a(5H)-yl) methoxy)-8-methylfuro[3,2-f]quinazolin-1-yl)-3,8-diazabicyclo[3.2.1]octane-8-carboxylate BrC=1C2=C(C=3C(=NC(=NC3C1)OC[C@]13CCCN3C[C@@H](C1)F)N1C[C@H]3CC[C@@H](C1)N3C(=O)OC(C)(C)C)C=C(O2)C